C(#N)N1CC2=C(C=C(C=C2C1)NC(=O)[C@@H]1CN(CCC1)C)C1=CC=CC=C1 (S)-N-(2-cyano-7-phenylisoindolin-5-yl)-1-methylpiperidine-3-carboxamide